tert-butyl 5-(methoxy-d3)-4-(((7S)-7-(4-(methoxycarbonyl) phenyl)-1-oxa-8-azaspiro[4.5]dec-8-yl) methyl)-7-methyl-1H-indole-1-carboxylate C(OC=1C(=C2C=CN(C2=C(C1)C)C(=O)OC(C)(C)C)CN1[C@@H](CC2(CCCO2)CC1)C1=CC=C(C=C1)C(=O)OC)([2H])([2H])[2H]